C(C)(C)(C)OC(=O)N1[C@H]2CC(C[C@@H]1CC2)NC2CC2.C(C)(C)(C)OC(N(C)C)N(C)C tert-butoxybis(dimethylamino)methane tert-butyl-(1r,3s,5s)-3-(cyclopropylamino)-8-azabicyclo[3.2.1]octane-8-carboxylate